tert-butyl (2R,5S)-5-(7-chloroindolizine-2-amido)-2-{5-[2-(trifluoromethoxy)ethoxy]-1,3,4-oxadiazol-2-yl}piperidine-1-carboxylate ClC=1C=CN2C=C(C=C2C1)C(=O)N[C@H]1CC[C@@H](N(C1)C(=O)OC(C)(C)C)C=1OC(=NN1)OCCOC(F)(F)F